8-[(2-acetyl-2-azaspiro[3.3]heptan-6-yl)oxy]-4-[(2R)-3-(3,4-dihydro-1H-isoquinolin-2-yl)-2-hydroxy-propyl]-2,3-dihydro-1,4-benzoxazepin-5-one C(C)(=O)N1CC2(C1)CC(C2)OC2=CC1=C(C(N(CCO1)C[C@@H](CN1CC3=CC=CC=C3CC1)O)=O)C=C2